C(C)(=O)N1CCN(CC1)C1=CC=C(C=C1)[C@@H](C)N[S@](=O)C(C)(C)C (R)-N-[(1R)-1-[4-(4-acetylpiperazin-1-yl)phenyl]ethyl]-2-methyl-propane-2-sulfinamide